2,2'-bis(carbomethoxymethoxy)-1,1'-binaphthyl C(=O)(OC)COC1=C(C2=CC=CC=C2C=C1)C1=C(C=CC2=CC=CC=C12)OCC(=O)OC